2-(3,5-dichlorophenyl)-N-(2,2,2-trifluoroethyl)benzo[d]oxazole-6-carboxamide ClC=1C=C(C=C(C1)Cl)C=1OC2=C(N1)C=CC(=C2)C(=O)NCC(F)(F)F